NC1=CC=C(C=C1)NC(\C=C\C(=O)NCCCCCCNC1=C2C(N(C(C2=CC=C1)=O)C1C(NC(CC1)=O)=O)=O)=O N1-(4-aminophenyl)-N4-(6-((2-(2,6-dioxopiperidin-3-yl)-1,3-dioxoisoindolin-4-yl)amino)hexyl)fumaramide